(1-Cyclopropylimidazol-4-yl)-N-[(4-methoxyphenyl)methyl]-N-methyl-4-[[4-(trifluoromethyl)-2-pyridinyl]amino]benzenesulfonamide C1(CC1)N1C=NC(=C1)C1=C(C=CC(=C1)NC1=NC=CC(=C1)C(F)(F)F)S(=O)(=O)N(C)CC1=CC=C(C=C1)OC